FC=1C=C(C=CC1F)C12C(OCC(N1)=O)CCCC2 4a-(3,4-difluorophenyl)hexahydro-2H-benzo[b][1,4]oxazine-3(4H)-one